OC[C@H](CB(O[C@H](C)CC(C)(C)O)O)C=1C=NC=C(C1)C1=CC(=C(C=C1)OC)OCCC (R)-4-hydroxy-4-methylpentan-2-yl hydrogen ((R)-3-hydroxy-2-(5-(4-methoxy-3-propoxyphenyl)pyridin-3-yl)propyl)boronate